tert-Butyl (3R,4S)-3-[[2-[5-[[(1-tert-butylpyrazole-4-carbonyl)amino]methyl]-1,2,4-oxadiazol-3-yl]-1-(2,2,2-trifluoroethyl)indol-4-yl]amino]-4-fluoro-piperidine-1-carboxylate C(C)(C)(C)N1N=CC(=C1)C(=O)NCC1=NC(=NO1)C=1N(C2=CC=CC(=C2C1)N[C@@H]1CN(CC[C@@H]1F)C(=O)OC(C)(C)C)CC(F)(F)F